C(C1=CC=CC=C1)OC=1C=C(C=CC1)C1CC(CC1)C(=O)O 3-(3-(benzyloxy)phenyl)cyclopentane-1-carboxylic acid